8-bromo-7-methyl-N-(4-morpholinophenyl)quinazolin-2-amine BrC=1C(=CC=C2C=NC(=NC12)NC1=CC=C(C=C1)N1CCOCC1)C